(1S,3S)-N1-(5-(5-iodo-2,4-dimethyl-1H-imidazol-1-yl)pyridin-2-yl)-N3-(6-methyl-1,2,4-triazin-3-yl)cyclopentane-1,3-diamine IC1=C(N=C(N1C=1C=CC(=NC1)N[C@@H]1C[C@H](CC1)NC=1N=NC(=CN1)C)C)C